C(C)[C@@H]1CC=2C(=NN(C2C(F)(F)F)CC(=O)N2[C@@H]([C@@H](CC2)N2CCOCC2)C2=C(C(=CC=C2)OC)C)[C@@H]1C 2-[(5R,6R)-5-Ethyl-6-methyl-3-(trifluoromethyl)-5,6-dihydro-4H-cyclopenta[c]pyrazol-2-yl]-1-[(2R,3R)-2-(3-methoxy-2-methyl-phenyl)-3-morpholino-pyrrolidin-1-yl]ethanone